(S)-8-(5-iodopyrimidin-2-yl)-2-(2-(methoxymethoxy)phenyl)-6,6a,7,8,9,10-hexahydro-5H-pyrazino[1',2':4,5]pyrazino[2,3-c]pyridazine IC=1C=NC(=NC1)N1C[C@H]2N(C=3C(=NN=C(C3)C3=C(C=CC=C3)OCOC)NC2)CC1